cyclopentyl-6,6-dimethyl-2-((1-(methylsulfonyl)piperidin-4-yl)amino)-5,8-dihydropyrido[2,3-d]pyrimidin-7(6H)-one C1(CCCC1)C=1C2=C(N=C(N1)NC1CCN(CC1)S(=O)(=O)C)NC(C(C2)(C)C)=O